FC(COCCCCCCNC[C@H](O)C1=C2C=CC(NC2=C(C=C1)O)=O)(C1=CC=CC=C1)F (R,S)-5-(2-{[6-(2,2-difluoro-2-phenylethoxy)hexyl]amino}-1-hydroxy-ethyl)-8-hydroxyquinolin-2(1H)-one